FC(OC[C@@]1(CCC=2N(C1)N=C(C2C2=C1C(=NC=C2)NN=C1)C1=NC=C(C=C1)F)F)F (S)-4-(6-((Difluoromethoxy)methyl)-6-fluoro-2-(5-fluoropyridin-2-yl)-4,5,6,7-tetrahydropyrazolo[1,5-a]pyridin-3-yl)-1H-pyrazolo[3,4-b]pyridine